FC1=C(O[C@@H]2C[C@H](C2)NC2=NC=3N([C@H](C(N(C3C(=N2)C)C)=O)C)C)C=CC(=C1)F (7S)-2-((trans-3-(2,4-difluorophenoxy)cyclobutyl)amino)-4,5,7,8-tetramethyl-7,8-dihydropteridin-6(5H)-one